methyl 4-{[2-chloro-3-(morpholine-4-carbonyl)phenyl] amino}-3-(2-hydroxypropan-2-yl)benzoate ClC1=C(C=CC=C1C(=O)N1CCOCC1)NC1=C(C=C(C(=O)OC)C=C1)C(C)(C)O